N2-(2,4-dimethoxybenzyl)pyridine-2,3-diamine COC1=C(CNC2=NC=CC=C2N)C=CC(=C1)OC